4-(4-(benzyloxy)-6-chloro-8-fluoro-2-(((2R,7aS)-2-fluorotetrahydro-1H-pyrrolizin-7a(5H)-yl)methoxy)quinazolin-7-yl)-7-fluorobenzo[d]thiazole C(C1=CC=CC=C1)OC1=NC(=NC2=C(C(=C(C=C12)Cl)C1=CC=C(C2=C1N=CS2)F)F)OC[C@]21CCCN1C[C@@H](C2)F